C(C)(C)(C)OC(=O)N1CCC(CC1)NC1=C(C=NC(=C1)Cl)C(=O)O 4-[(1-tert-butoxycarbonyl-4-piperidyl)amino]-6-chloro-pyridine-3-carboxylic acid